C(CCCCCCC\C=C/C\C=C/CCCCC)(=O)OC1=C2C=CNC2=CC=C1 1H-indol-4-yl (9Z,12Z)-octadeca-9,12-dienoate